(1R,2S,3R,5R)-3-(4-Amino-7H-pyrrolo[2,3-d]pyrimidin-7-yl)-5-(3-(aminomethyl)phenyl)cyclopentane-1,2-diol NC=1C2=C(N=CN1)N(C=C2)[C@H]2[C@@H]([C@@H]([C@H](C2)C2=CC(=CC=C2)CN)O)O